2-(6-fluoro-1H-indol-3-yl)ethan-1-aminium chloride [Cl-].FC1=CC=C2C(=CNC2=C1)CC[NH3+]